C1(=CC=C(C=C1)COC1=CC(=NC2=CC=CC=C12)C(=O)NCC1=CC=C(C(=O)O)C=C1)C1=CC=CC=C1 4-((4-([1,1'-biphenyl]-4-ylmethoxy)quinoline-2-carboxamido)methyl)benzoic acid